N-(4-(2-2H-1,2,3-triazolyl)butyl)-3-(3-ethyl-5-(2-methoxyphenyl)-1-1H-1,2,4-triazolyl)benzamide N=1N(N=CC1)CCCCNC(C1=CC(=CC=C1)N1N=C(N=C1C1=C(C=CC=C1)OC)CC)=O